[Na].C1=C(C=CC=2C(C3=CC=C(C=C3C(C12)=O)S(=O)(=O)O)=O)S(=O)(=O)O 7-anthraquinonedisulfonic acid sodium